NC(C(=O)N(C[C@H](CC)C)CC(OC)OC)=C (2S)-2-amino-N-(2,2-dimethoxyethyl)-N-(2-methyl-butyl)acrylamide